2-((6-((2-amino-2-oxo-1-phenylethyl)thio)-3,5-dicyano-4-ethylpyridin-2-yl)(methyl)amino)ethyl (2S)-2-amino-3-ethylbutanoate N[C@H](C(=O)OCCN(C)C1=NC(=C(C(=C1C#N)CC)C#N)SC(C(=O)N)C1=CC=CC=C1)C(C)CC